C(C)N(S(=O)(=O)C1=CC=C(S1)C(=O)N(C)C)C(C(F)(F)F)C1=CC=C(C=C1)F 5-(N-ethyl-N-(2,2,2-trifluoro-1-(4-fluorophenyl)ethyl)sulfamoyl)-N,N-dimethylthiophene-2-carboxamide